ClC=1C=2N(C=C(C1)N)C=NN2 8-chloro-[1,2,4]triazolo[4,3-a]pyridin-6-amine